trans-5-(2,5-dimethoxy-4-(trifluoromethyl)phenyl)-2-methylpiperidine hydrochloride Cl.COC1=C(C=C(C(=C1)C(F)(F)F)OC)[C@H]1CC[C@@H](NC1)C